bisphenol a sodium salt [Na].OC1=CC=C(C=C1)C(C)(C)C1=CC=C(C=C1)O